Methyl (1S,3S)-3-((6-(5-(2-((E)-N'-hydroxy-4-methylpentanimidamido)-2-oxoethyl)-1-methyl-1H-1,2,3-triazol-4-yl)-2-methyl pyridin-3-yl)oxy)cyclohexane-1-carboxylate O/N=C(\CCC(C)C)/NC(CC1=C(N=NN1C)C1=CC=C(C(=N1)C)O[C@@H]1C[C@H](CCC1)C(=O)OC)=O